N,N,N',N'-tetramethyl-uronium C[N+](=C(O)N(C)C)C